1,3-di-4-piperidinylpropane N1CCC(CC1)CCCC1CCNCC1